IC1=C(C(NCC(=O)O)=O)C=CC=C1.C(=O)(O)[Co](C(=O)O)(C(=O)O)(C(=O)O)(C(=O)O)(C(=O)O)(C(=O)O)C(=O)O octa-carboxyl-cobalt o-Iodohippurat